threonine, amide N[C@@H]([C@H](O)C)C(=O)N